FC(C12CC(C1)(C2)C2=C(CCC(C2)(C)C)CN2CCN(CC2)C2=CC=C(C(=O)OC)C=C2)F Methyl 4-(4-((2-(3-(difluoromethyl)bicyclo[1.1.1]pentan-1-yl)-4,4-dimethylcyclohex-1-en-1-yl)methyl)piperazin-1-yl)benzoate